CN1N=CC(=C1CN1CCCCC1)C=1C=C2C=C(N=CC2=CC1)NC(=O)[C@@H]1OCCC1 (R)-N-(6-(1-methyl-5-(piperidin-1-ylmethyl)-1H-pyrazol-4-yl)isoquinolin-3-yl)tetrahydrofuran-2-carboxamide